1-(3-methyl-4-phenoxyphenyl)-3-phenyl-1,3,5-triazine-2,4,6-trione CC=1C=C(C=CC1OC1=CC=CC=C1)N1C(N(C(NC1=O)=O)C1=CC=CC=C1)=O